5-((tetrahydro-2H-pyran-2-yl)oxy)pent-3-yn-1-ol tert-butyl-3-(2-ethoxy-2-oxoethyl)-3-phenylazetidine-1-carboxylate C(C)(C)(C)C1N(CC1(C1=CC=CC=C1)CC(=O)OCC)C(=O)OCCC#CCOC1OCCCC1